Indium Tin Pyrophosphate [O-]P([O-])(=O)OP(=O)([O-])[O-].[Sn+4].[In+3]